C(C=C)C1(CC1)N1CCN(CC1)C1=C(C(=O)OC)C=CC(=C1)Cl methyl 2-(4-(1-allylcyclopropyl)piperazin-1-yl)-4-chlorobenzoate